5,7-dichloro-3-isopropyl-1H-pyrazolo[4,3-d]pyrimidine ClC=1N=C(C2=C(N1)C(=NN2)C(C)C)Cl